2-Hydroxy-3-pentylthio-1,4-naphthoquinone OC=1C(C2=CC=CC=C2C(C1SCCCCC)=O)=O